5-(4-((2-(3-ethylureido)-3-fluoropyridin-4-yl)methyl)piperazin-1-yl)-N-methyl-6-(trifluoromethyl)picolinamide C(C)NC(NC1=NC=CC(=C1F)CN1CCN(CC1)C=1C=CC(=NC1C(F)(F)F)C(=O)NC)=O